C(C=C)(=O)OCCCCCCOC1=CC=C(C(=O)OC2=CC(=C(C=C2)OC(C2=CC=C(C=C2)OCCCCCCOC(C=C)=O)=O)/C=N/N2C3=CC=CC=C3C=3C=C(C=CC23)OC)C=C1 [3-[(E)-(3-methoxycarbazol-9-yl)iminomethyl]-4-[4-(6-prop-2-enoyloxyhexoxy)benzoyl]oxy-phenyl] 4-(6-prop-2-enoyloxyhexoxy)benzoate